7-Chloro-6-(4-methoxyphenyl)-5-methyl-2-phenyl-3-(pyrrolidin-1-ylmethyl)pyrazolo[1,5-a]pyrimidine ClC1=C(C(=NC=2N1N=C(C2CN2CCCC2)C2=CC=CC=C2)C)C2=CC=C(C=C2)OC